9-[1-[(2-bromo-6-chloro-3-pyridyl)amino]ethyl]-4-(2,2-difluoroethyl)-3-(2-hydroxyethyl)-7-methyl-pyrazolo[3,4-c]isoquinolin-5-one BrC1=NC(=CC=C1NC(C)C=1C=2C3=C(N(C(C2C=C(C1)C)=O)CC(F)F)N(N=C3)CCO)Cl